N-(3-fluoro-4-((3-((1-(methoxymethyl)cyclopentyl)amino)-1H-pyrazolo[3,4-b]pyridin-4-yl)oxy)phenyl)-2-(4-fluorophenyl)-3-oxo-2,3-dihydropyridazine-4-carboxamide FC=1C=C(C=CC1OC1=C2C(=NC=C1)NN=C2NC2(CCCC2)COC)NC(=O)C=2C(N(N=CC2)C2=CC=C(C=C2)F)=O